(3S)-1-{2-[1-(3-methoxyphenyl)-1H-pyrazol-4-yl]-1,3-thiazole-4-carbonyl}-3-methylpiperazine COC=1C=C(C=CC1)N1N=CC(=C1)C=1SC=C(N1)C(=O)N1C[C@@H](NCC1)C